COC(C(=O)N([C@H](C)C1CCCCC1)CC=1C=CC2=C(N=CS2)C1)=O (R)-2-((benzo[d]thiazol-5-ylmethyl)(1-cyclohexylethyl)amino)-2-oxoacetic acid methyl ester